cis-ethyl 2-fluoro-2-(4-fluorophenyl)cyclopropane-1-carboxylate F[C@@]1([C@@H](C1)C(=O)OCC)C1=CC=C(C=C1)F